N2,N2,N6,N6-tetrakis(2-methoxyethyl)-8-(4-methoxypiperidin-1-yl)-N4-methyl-N4-(2-(pyridin-2-yl)ethyl)pyrimido[5,4-d]pyrimidine-2,4,6-triamine COCCN(C=1N=C(C2=C(N1)C(=NC(=N2)N(CCOC)CCOC)N2CCC(CC2)OC)N(CCC2=NC=CC=C2)C)CCOC